OC(C)(C)C1=CC=CC(=N1)NC=1C2=C(N=C(N1)NC=1C=CC(=C(C(=O)OC)C1)N1CCN(CC1)C)SC=C2C Methyl 5-((4-((6-(2-hydroxypropan-2-yl)pyridin-2-yl)amino)-5-methylthieno[2,3-d]pyrimidine-2-yl)amino)-2-(4-methylpiperazin-1-yl)benzoate